3-[4-(3,9-diazaspiro[5.5]undecan-3-yl)-3-fluoro-anilino]piperidine-2,6-dione C1CN(CCC12CCNCC2)C2=C(C=C(NC1C(NC(CC1)=O)=O)C=C2)F